[Au](Cl)(Cl)Cl.N1C=NC=C1 imidazole gold chloride